(E)-6-(1-(difluoromethyl)-1H-pyrazol-4-yl)-4-(6-(6-(4-methoxybut-2-enoyl)-3,6-diazabicyclo[3.1.1]heptan-3-yl)pyridin-3-yl)pyrazolo[1,5-a]pyridine-3-carbonitrile FC(N1N=CC(=C1)C=1C=C(C=2N(C1)N=CC2C#N)C=2C=NC(=CC2)N2CC1N(C(C2)C1)C(\C=C\COC)=O)F